C(C)(C)(C)OC(=O)N1CC(C1)OC1=CC(=C2C(=N1)C(=CS2)C(NC)=O)C(F)(F)F 3-((3-(methylcarbamoyl)-7-(trifluoromethyl)thieno[3,2-b]pyridin-5-yl)oxy)azetidine-1-carboxylic acid tert-butyl ester